N'-(2-hydroxybenzylidene)-2-((3-fluorophenyl)amino)butanoylhydrazine OC1=C(C=NNC(C(CC)NC2=CC(=CC=C2)F)=O)C=CC=C1